ClC=1C=C2C(=NC1OC)C(=C(N2C)C2=NC(=NN2)[C@@H](COC)OC)N2C=NC=C2 (S)-6-chloro-2-(3-(1,2-dimeth-oxyethyl)-1H-1,2,4-triazol-5-yl)-3-(1H-imidazol-1-yl)-5-methoxy-1-methyl-1H-pyrrolo-[3,2-b]pyridine